CC1(CCC(C=2SC=CC21)=O)C 4,4-dimethyl-5,6-Dihydrobenzo[b]thiophene-7(4H)-one